(2S,3S,5R)-4-[[3-(3,4-difluoro-2-methoxy-phenyl)-5-(trifluoromethyl)tetrahydrofuran-2-carbonyl]amino]pyridine-2-carboxamide FC=1C(=C(C=CC1F)[C@H]1[C@H](O[C@H](C1)C(F)(F)F)C(=O)NC1=CC(=NC=C1)C(=O)N)OC